C(CCC)C(=C(C(=O)[O-])C)C1CCCCC1 butyl-cyclohexylmethacrylate